4,6-dimorpholino-1,3,5-triazin O1CCN(CC1)C1=NC=NC(=N1)N1CCOCC1